(R)-N-((4-fluorobicyclo[2.2.1]hept-1-yl)methylene)-2-methylpropan-2-sulfinamide FC12CCC(CC1)(C2)C=N[S@](=O)C(C)(C)C